C(C)(C)(C)C=1C=C(CN(C(CN(S(=O)(=O)C2=C(C(=C(C(=C2F)F)F)Cl)F)CC=2C=NC=CC2C(F)(F)F)=O)C2=C(C=C(C(=O)O)C=C2)OC)C=C(C1)C1CC1 4-(N-(3-(tert-butyl)-5-cyclopropylbenzyl)-2-(3-chloro-2,4,5,6-tetrafluoro-N-((4-(trifluoromethyl)pyridin-3-yl)methyl)phenylsulfonamido)acetamido)-3-methoxybenzoic acid